COC1=CC=CC=2NC(=NC21)NC2=NN=C(O2)N2CCS(CC2)(=O)=O 4-(5-((4-methoxy-1H-benzo[d]imidazol-2-yl)amino)-1,3,4-oxadiazol-2-yl)thiomorpholine 1,1-dioxide